C1(CC1)C=1N=CC2=C(N1)CCN(C2)C(=O)[C@@H]2CC21CCN(CC1)C(=O)OC(C(F)(F)F)C(F)(F)F |r| 1,1,1,3,3,3-Hexafluoropropan-2-yl (±)-1-(2-cyclopropyl-5,6,7,8-tetrahydropyrido[4,3-d]pyrimidin-6-carbonyl)-6-azaspiro[2.5]octan-6-carboxylat